1-(1-(7,8-difluoro-1-oxo-1,2-dihydroisoquinolin-4-yl)ethyl)-3-(3-fluorophenyl)-1-methyl-urea FC1=CC=C2C(=CNC(C2=C1F)=O)C(C)N(C(=O)NC1=CC(=CC=C1)F)C